C(C)(=O)O[C@H]1[C@@H](SC=2C=NC(=C(C2)Cl)C#N)O[C@@H]([C@@H]([C@@H]1N1N=NC(=C1)C=1SC=CN1)OC(C)=O)COC(C)=O 5-chloro-6-cyano-pyridin-3-yl 2,4,6-tri-O-acetyl-3-deoxy-3-[4-(2-thiazolyl)-1H-1,2,3-triazol-1-yl]-1-thio-alpha-D-galactopyranoside